methylethoxysilane C[SiH2]OCC